ClC=1C=C(C=NC1N1N=CC(=N1)OC)N 5-chloro-6-(4-methoxy-2H-1,2,3-triazol-2-yl)pyridin-3-amine